tert-butyl 3,3-difluoro-5,5-dimethyl-4-oxopiperidine-1-carboxylate FC1(CN(CC(C1=O)(C)C)C(=O)OC(C)(C)C)F